N1=C(C=CC=C1)C=1C=NC=C(C1)[C@H](C)NC=1C=C(C(=O)N[C@@H]2[C@H](CCCC2)O)C=CC1C 3-{[(1S)-1-([2,3'-bipyridin]-5'-yl)ethyl]amino}-N-[(1S,2S)-2-hydroxycyclohexyl]-4-methylbenzamide